ClC=1C=C2CN(CC2=CC1)C1=NC=2N(C(=C1)C=1C=NNC1)N=C(C2C(C)C)C(=O)NC2=CC=C(C=C2)OC2CCOCC2 5-(5-chloroisoindolin-2-yl)-3-isopropyl-7-(1H-pyrazol-4-yl)-N-(4-((tetrahydro-2H-pyran-4-yl)oxy)phenyl)pyrazolo[1,5-a]pyrimidine-2-carboxamide